CN1N=CC=2C1=NC(=CC2N2CC1=C(CC2)N(N=C1C)CC12CCC(CC1)(CC2)NC([C@@H](C)NC)=O)C (R)-N-(4-((5-(1,6-dimethyl-1H-pyrazolo[3,4-b]pyridin-4-yl)-3-methyl-4,5,6,7-tetrahydro-1H-pyrazolo[4,3-c]pyridin-1-yl)methyl)bicyclo[2.2.2]octan-1-yl)-2-(methylamino)propanamide